C(=O)(O)CC([C@](N([2H])[2H])(C(=O)O)[2H])(CCCN)[2H] carboxymethyl-lysine-d4